S(=O)(=O)(C)C=1C=C(CC2CC3(CN(C3)C(=O)N3CC4(C3)NC(CC4)=O)C2)C=CC1 2-[6-(3-mesylbenzyl)-2-azaspiro[3.3]heptane-2-carbonyl]-2,5-diazaspiro[3.4]octan-6-one